ClC1=C(C=CC(=C1)OC1=CC=NC2=CC(=C3C(=C12)OCCO3)OC)NC(=O)NCC 1-(2-chloro-4-((5-methoxy-2,3-dihydro-[1,4]dioxino[2,3-f]quinolin-10-yl)oxy)phenyl)-3-ethylurea